(1S,2S)-N-(5-(5-chloro-6-fluoro-7-(2-methyl-1H-pyrrol-1-yl)-1H-indazol-4-yl)pyrazolo[1,5-a]pyridin-2-yl)-2-fluorocyclopropane-1-carboxamide ClC=1C(=C2C=NNC2=C(C1F)N1C(=CC=C1)C)C1=CC=2N(C=C1)N=C(C2)NC(=O)[C@H]2[C@H](C2)F